(7R)-N-[6-(2,2-difluoroethoxy)-5-fluoro-2-methoxy-3-pyridyl]-7-methyl-5,6,7,8-tetrahydroimidazo[1,2-a]pyridine-3-sulfonamide FC(COC1=C(C=C(C(=N1)OC)NS(=O)(=O)C1=CN=C2N1CC[C@H](C2)C)F)F